3,5-dimethyl-[1,3,5]triazine CN1CN=CN(C1)C